ClC(CCC(CCOCOCOCCC(CCC(C)Cl)C=CCCCC)C=CCCCC)C (3Z)-6-chloro-3-hexenylheptyloxymethyl ether